methyl-(4-((trimethylsilyl)ethynyl)phenyl)boronic acid COB(O)C1=CC=C(C=C1)C#C[Si](C)(C)C